C(C)N1N=CC(=C1)NC(=O)C=1C(=CC=2N(C1)C(=C(N2)C(C2=CC=CC=C2)(C2=CC=CC=C2)O)CC)F 3-Ethyl-7-fluoro-2-(hydroxy-diphenylmethyl)-imidazo[1,2-a]pyridine-6-carboxylic acid (1-ethyl-1H-pyrazol-4-yl)-amide